(1R,5S)-3-(7-(3-hydroxynaphthalen-1-yl)-2-((tetrahydro-1H-pyrrolizin-7a(5H)-yl)methoxy)quinazolin-4-yl)-N-((R)-piperidin-3-yl)-3,8-diazabicyclo[3.2.1]octane-8-carboxamide OC=1C=C(C2=CC=CC=C2C1)C1=CC=C2C(=NC(=NC2=C1)OCC12CCCN2CCC1)N1C[C@H]2CC[C@@H](C1)N2C(=O)N[C@H]2CNCCC2